N-{3-fluoro-5-[4-(methylamino)quinolin-6-yl]phenyl}prop-2-enamide FC=1C=C(C=C(C1)C=1C=C2C(=CC=NC2=CC1)NC)NC(C=C)=O